tert-Butyl (2S,4R)-2-(methoxymethyl)-4-(5-(3-(trifluoromethoxy)phenyl)oxazole-2-carboxamido)-pyrrolidine-1-carboxylate COC[C@H]1N(C[C@@H](C1)NC(=O)C=1OC(=CN1)C1=CC(=CC=C1)OC(F)(F)F)C(=O)OC(C)(C)C